3-[3-(3,4-Difluoro-benzyl)-3H-imidazo[4,5-b]pyridin-2-yl]-N-(4-trifluoromethoxy-benzyl)-propionamide FC=1C=C(CN2C(=NC=3C2=NC=CC3)CCC(=O)NCC3=CC=C(C=C3)OC(F)(F)F)C=CC1F